OC1=C(C(=O)NC2=NC=CC=C2)C(=CC(=C1)C(C)(CCCCCC)C)O 2,6-dihydroxy-4-(2-methyloctan-2-yl)-N-(pyridin-2-yl)benzamide